(Z)-5-(2-Fluoro-6-methoxyphenyl)-3-(1-((6-(piperazin-1-yl)pyridin-3-yl)amino)ethylidene)-1H-pyrrolo[2,3-c]pyridin-2(3H)-one FC1=C(C(=CC=C1)OC)C=1C=C/2C(=CN1)NC(\C2=C(\C)/NC=2C=NC(=CC2)N2CCNCC2)=O